C(C)(C)C1=C(C(=CC(=C1)C1=C(C=CC=C1OC)OC)C(C)C)Br 2,6-diisoPropyl-4-(2,6-dimethoxyphenyl)bromobenzene